C(C)(C)(C)OC(=O)N1[C@H]([C@H](CC1)N)CO (2R,3S)-3-amino-2-(hydroxymethyl)pyrrolidine-1-carboxylic acid tert-butyl ester